C(CCCCCCCCC(=O)OC(CNC(C)C)COC1=CC=C(C=C1)CCOC)(=O)[O-] 10-(1-(isopropylamino)-3-(4-(2-methoxyethyl) phenoxy) propan-2-yl) sebacate